tert-butyl 4-(4-((1r,3r)-3-(benzyloxy)cyclobutoxy)phenyl)piperazine-1-carboxylate C(C1=CC=CC=C1)OC1CC(C1)OC1=CC=C(C=C1)N1CCN(CC1)C(=O)OC(C)(C)C